FC1=C(C(=CC(=C1)OC)CCCCC)OC 1-fluoro-2,5-dimethoxy-3-pentylbenzene